ClC=1C=C2C(=NC1OC)C(=C(N2C)C2=NC(=NN2)C(C)(F)F)N2C=NC=C2 6-chloro-2-(3-(1,1-difluoro-ethyl)-1H-1,2,4-triazol-5-yl)-3-(1H-imidazol-1-yl)-5-meth-oxy-1-methyl-1H-pyrrolo-[3,2-b]pyridine